(1-(p-tolyl)ethyl)acetamide C1(=CC=C(C=C1)C(C)CC(=O)N)C